(S)-6-methyl-N-((S)-7-oxo-1-(5-((1R,4S)-1,2,3,4-tetrahydro-1,4-methanonaphthalen-6-yl)-1H-imidazol-2-yl)nonyl)-6-azaspiro[2.5]octane-1-carboxamide CN1CCC2(C[C@@H]2C(=O)N[C@@H](CCCCCC(CC)=O)C=2NC(=CN2)C=2C=C3[C@H]4CC[C@@H](C3=CC2)C4)CC1